2-(3-(5-fluoro-6-(((3S,4S)-4-fluoropiperidin-3-yl)amino)pyridin-2-yl)imidazo[1,2-a]pyrazin-6-yl)propan-2-ol FC=1C=CC(=NC1N[C@H]1CNCC[C@@H]1F)C1=CN=C2N1C=C(N=C2)C(C)(C)O